COC=1C=C(C=CC1)S(=O)(=O)N 3-methoxybenzenesulfonamide